O=C1C=C(N=C2N1C=CS2)C(=O)N 5-oxo-5H-[1,3]thiazolo[3,2-a]pyrimidine-7-carboxamide